6-(6-(1-((1R,2S,3R,5S)-2-fluoro-8-azabicyclo[3.2.1]octan-3-yl)vinyl)pyridazin-3-yl)isoquinolin-7-ol F[C@@H]1[C@H]2CC[C@@H](C[C@@H]1C(=C)C1=CC=C(N=N1)C=1C=C3C=CN=CC3=CC1O)N2